C1(CC1)C1=NC(=CC(=C1)C1=C(C=C(C#N)C=C1)C1=NN=CN1C)N1C(C2=CC(=CC=C2C1)CN[C@@H](C)C1COC1)=O (S)-4-(2-Cyclopropyl-6-(6-(((1-(oxetan-3-yl)ethyl)amino)methyl)-1-oxoisoindolin-2-yl)pyridin-4-yl)-3-(4-methyl-4H-1,2,4-triazol-3-yl)benzonitrile